methyl 2-((tert-butoxycarbonyl) (ethyl) amino)-4-fluorobenzoate C(C)(C)(C)OC(=O)N(C1=C(C(=O)OC)C=CC(=C1)F)CC